C(=O)O.C(=O)O.C1(C=CC=C1)[Zn]C1C=CC=C1 dicyclopentadienyl-zinc diformate